3-(2,2-difluoroethoxy)-1-{1,4-dioxaspiro[4.5]decan-8-yl}-4-nitro-1H-pyrazole FC(COC1=NN(C=C1[N+](=O)[O-])C1CCC2(OCCO2)CC1)F